C(=O)(OC(=O)[O-])O[O-] 1-peroxydicarbonate